C(=O)O[C@H]1C([C@H]2CC3=CC(=CC(=C3O[C@@]2(C[C@H]1OC=O)C)OC)\C=C\C1=CC(=C2CCC(OC2=C1)(C)C)O)(C)C (2S,3R,4aR,9aR)-7-((E)-2-(5-hydroxy-2,2-dimethylchroman-7-yl)vinyl)-5-methoxy-1,1,4a-trimethyl-2,3,4,4a,9,9a-hexahydro-1H-xanthene-2,3-diyl diformate